palmitic acid behenyl ester C(CCCCCCCCCCCCCCCCCCCCC)OC(CCCCCCCCCCCCCCC)=O